(4-benzyl-5,5-dimethyl-morpholin-2-yl)methanol C(C1=CC=CC=C1)N1CC(OCC1(C)C)CO